FC1(CN(CC(C1)O)C=1C2=C(N=C(N1)OCC1(CC1)CN(C)C)CN(C2)C(=O)C2=CC(=CC1=CC=CC(=C21)I)O)F (4-(3,3-difluoro-5-hydroxypiperidin-1-yl)-2-((1-((dimethylamino)methyl)cyclopropyl)methoxy)-5,7-dihydro-6H-pyrrolo[3,4-d]pyrimidin-6-yl)(3-hydroxy-8-iodonaphthalen-1-yl)methanone